FC(C(=O)OCCOC)(F)F 2-methoxyethyl Trifluoroacetate